FC=1C=C(C#N)C=CC1C=1C2=C(N=C(N1)N1C[C@H](O[C@H](C1)C)C1=CC(=NC=C1)OC)C(N(C(=N2)C(F)(F)F)C)=O 3-fluoro-4-(2-((2R,6S)-2-(2-methoxypyridin-4-yl)-6-methylmorpholino)-7-methyl-8-oxo-6-(trifluoromethyl)-7,8-dihydropyrimido[5,4-d]pyrimidin-4-yl)benzonitrile